(22E)-Ergosta-5,7,22-trien-3β-ol CC(C)[C@@H](C)\C=C\[C@@H](C)[C@H]1CC[C@H]2C3=CC=C4C[C@H](CC[C@]4(C)[C@H]3CC[C@]12C)O